2-(2-ethyl-3,5-difluoro-phenoxy)-N-[(2-fluoro-4-sulfamoyl-phenyl)methyl]-N-(2-hydrazino-2-oxo-ethyl)acetamide C(C)C1=C(OCC(=O)N(CC(=O)NN)CC2=C(C=C(C=C2)S(N)(=O)=O)F)C=C(C=C1F)F